C(C)(=O)OC acetic acid, Methyl ester